Isononanamine C(CCCCCC(C)C)N